O=C1N(CC2=CC(=CC=C12)O[C@H]1[C@H](CCCCC1)NCC1CCOCC1)C1C(NC(CC1)=O)=O 3-(1-oxo-5-(((1R,2S)-2-(((tetrahydro-2H-pyran-4-yl)methyl)amino)cycloheptyl)oxy)isoindolin-2-yl)piperidine-2,6-dione